6-[(2R)-2-amino-3-methoxypropyl]-7-bromo-N-[(thiophen-2-yl)methyl]thieno[3,2-c]pyridazin-4-amine N[C@H](CC1=C(C=2N=NC=C(C2S1)NCC=1SC=CC1)Br)COC